2-((3-cyano-4,6-bis(trifluoromethyl)pyridin-2-yl)amino)-N-(2-cyano-4-fluorophenyl)-N-methylacetamide C(#N)C=1C(=NC(=CC1C(F)(F)F)C(F)(F)F)NCC(=O)N(C)C1=C(C=C(C=C1)F)C#N